5-(1-cyclopropyl-methyl-1H-pyrazol-4-yl)-1-methyl-4-(4-tri-fluoromethyl-phenyl)-1H-pyridin-2-one C1(CC1)N1N=C(C(=C1)C=1C(=CC(N(C1)C)=O)C1=CC=C(C=C1)C(F)(F)F)C